(S)-methyl (1-((4-(3-(5-chloro-2-fluoro-3-(methylsulfonamido)phenyl)-1-isopropyl-1H-pyrazol-4-yl)pyrimidin-2-yl)amino)propan-2-yl)carbamate ClC=1C=C(C(=C(C1)C1=NN(C=C1C1=NC(=NC=C1)NC[C@H](C)NC(OC)=O)C(C)C)F)NS(=O)(=O)C